P(=O)(O)(O)O[C@H]1[C@H]([C@@H](O[C@@H]1CO)N1C=NC=2C(N)=NC=NC12)OCCCCCCCCCCCCCCCC O-hexadecyl adenosine-3'-phosphate